4-(4-Methyl-[1,4]diazepan-1-yl)-6-[1,3,4]oxadiazol-2-yl-1,7,11b-triaza-benzo[c]fluorene CN1CCN(CCC1)C1=CC=NC2=C1C=C(C1=NC=3C=CC=CC3N21)C=2OC=NN2